FC([C@@H](CC(=O)O)NC1=NC=CC=C1)F (3R)-4,4-difluoro-3-[(pyridin-2-yl)amino]-butanoic acid